ClC=1C(=NC=CN1)C(=O)NC=1SC(=NN1)CC1=CC=C(C=C1)F 3-chloro-N-(5-(4-fluorobenzyl)-1,3,4-thiadiazol-2-yl)pyrazine-2-carboxamide